FC1=C(C=C(C=C1)CN)C(F)(F)F (4-fluoro-3-(trifluoromethyl)phenyl)methylamine